1-(4-ethynyl-4-hydroxypiperidin-1-yl)propan-1-one C(#C)C1(CCN(CC1)C(CC)=O)O